tert-butyl 3-{[(1S)-1-[4-({2-chloro-7-[(1S)-1-methoxyethyl]-[1,2,4]triazolo[1,5-a]pyrimidin-6-yl}amino)phenyl]-2,2,2-trifluoroethyl](methyl)carbamoyl}pyrrolidine-1-carboxylate ClC1=NN2C(N=CC(=C2[C@H](C)OC)NC2=CC=C(C=C2)[C@@H](C(F)(F)F)N(C(=O)C2CN(CC2)C(=O)OC(C)(C)C)C)=N1